7-(1-(2-(2-((2-(2,6-dioxopiperidin-3-yl)-1-oxoisoindolin-4-yl)thio)ethoxy)acetyl)piperidin-4-yl)-2-(4-phenoxyphenyl)-4,5,6,7-tetrahydropyrazolo[1,5-a]pyrimidine O=C1NC(CCC1N1C(C2=CC=CC(=C2C1)SCCOCC(=O)N1CCC(CC1)C1CCNC=2N1N=C(C2)C2=CC=C(C=C2)OC2=CC=CC=C2)=O)=O